(1R,2S)-N-(3-(4-cyclopropoxy-2-methoxypyridin-3-yl)-1H-pyrrolo[2,3-b]pyridin-6-yl)-2-(2-(dimethylamino)ethyl)cyclopropane-1-carboxamide C1(CC1)OC1=C(C(=NC=C1)OC)C1=CNC2=NC(=CC=C21)NC(=O)[C@H]2[C@@H](C2)CCN(C)C